C1(=CC=CC=C1)P(NC1=C(C=CC=C1)C)(=S)C1=CC=CC=C1 P,P-Diphenyl-N-(o-tolyl)phosphinothioic amide